CC1C(C2=C(C=CC=C2C1)CC(=C)C)=O 2-methyl-7-(2-methylallyl)-2,3-dihydro-1H-inden-1-one